4-(1-(3,4-difluorophenyl)-3,3-dimethyl-2,3-dihydro-1H-pyrrolo[3,2-b]pyridine-5-carbonyl)-3,3-dimethylpiperazin-2-one FC=1C=C(C=CC1F)N1CC(C2=NC(=CC=C21)C(=O)N2C(C(NCC2)=O)(C)C)(C)C